(4-(diethylamino)piperidin-1-yl)(1-(3,4-dimethyl-2-(p-tolyl)-2H-pyrazolo[3,4-d]pyridazin-7-yl)piperidin-4-yl)methanone C(C)N(C1CCN(CC1)C(=O)C1CCN(CC1)C1=NN=C(C=2C1=NN(C2C)C2=CC=C(C=C2)C)C)CC